2-amino-(2RS)-2-cyclopropylethanolate hydrochloride Cl.N[C@@H](C[O-])C1CC1 |r|